CN1C(C2=CC(=CC=C2C=C1)NC(C1=CC=C(C=C1)N(C(C=C)=O)C)=O)=O N-(2-methyl-1-oxo-1,2-dihydroisoquinolin-7-yl)-4-(N-methylprop-2-enamido)benzamide